3-(7-(2-fluorophenyl)imidazo[5,1-b]thiazol-5-yl)benzoic acid FC1=C(C=CC=C1)C=1N=C(N2C1SC=C2)C=2C=C(C(=O)O)C=CC2